3-fluoro-2-hydroxy-5-nitrobenzaldehyde FC=1C(=C(C=O)C=C(C1)[N+](=O)[O-])O